4-pentene-1,3-diol C(CC(C=C)O)O